aminoethylsulfonyl fluoride NCCS(=O)(=O)F